(1R,2R)-N-(8-Amino-6-(1-methyl-1H-pyrazol-4-yl)cinnolin-3-yl)-2-fluorocyclopropanecarboxamide NC=1C=C(C=C2C=C(N=NC12)NC(=O)[C@@H]1[C@@H](C1)F)C=1C=NN(C1)C